ClC1=C(C(=O)NC2=C3C=NN(C3=CC=C2)C2=CC(=C(C=C2)OC)C(F)(F)F)C(=CC=C1CNC(C(C)(C)C)=O)Cl 2,6-Dichloro-3-{[(2,2-dimethylpropanoyl)amino]methyl}-N-{1-[4-methoxy-3-(trifluoromethyl)phenyl]-1H-indazol-4-yl}benzamide